N-(4-(3-amino-4-(1-oxo-1,2,3,4-tetrahydroisoquinolin-6-yl)-1H-pyrazol-1-yl)phenyl)acrylamide NC1=NN(C=C1C=1C=C2CCNC(C2=CC1)=O)C1=CC=C(C=C1)NC(C=C)=O